C1(CC1)C#CC=1C=C(OC2=C(N=NN2)C(=O)O)C=CC1C(F)(F)F 5-(3-(cyclopropylethynyl)-4-(trifluoromethyl)phenoxy)-1H-1,2,3-triazole-4-carboxylic acid